4-((5-bromopyridin-3-yl)methyl)-3,4-dihydro-2H-benzo[b][1,4]oxazine BrC=1C=C(C=NC1)CN1C2=C(OCC1)C=CC=C2